(S)-6-bromo-5,7-difluoro-4-((1-hydroxypropan-2-yl)amino)quinoline-3-carboxylic acid ethyl ester C(C)OC(=O)C=1C=NC2=CC(=C(C(=C2C1N[C@H](CO)C)F)Br)F